BrC1=CC(=C(C(=O)[O-])C(=C1)I)CBr 4-bromo-2-(bromomethyl)-6-iodobenzoate